3-tert-butyl-N-{2-[2-(1-cyclopropyl-1H-pyrazol-4-yl)-3H-imidazo[4,5-b]pyridin-7-yl]-6,7,8,9-tetrahydro-5H-benzo[7]annulen-5-yl}-1,2,4-oxadiazole-5-carboxamide C(C)(C)(C)C1=NOC(=N1)C(=O)NC1CCCCC2=C1C=CC(=C2)C2=C1C(=NC=C2)NC(=N1)C=1C=NN(C1)C1CC1